2-(7-((2S,5R)-4-(1-(benzo[b]thiophen-6-yl)ethyl)-2,5-diethylpiperazin-1-yl)-4-methyl-5-oxo-4,5-dihydro-2H-pyrazolo[4,3-b]pyridin-2-yl)acetonitrile S1C2=C(C=C1)C=CC(=C2)C(C)N2C[C@@H](N(C[C@H]2CC)C=2C=1C(N(C(C2)=O)C)=CN(N1)CC#N)CC